8-(thiophen-2-yl)-5,6-dihydro-2H-2,6-methanobenzo[g][1,3,5]Oxadiazocin-4(3H)-one S1C(=CC=C1)C=1C=CC2=C(C3NC(NC(O2)C3)=O)C1